[3-(3-fluorophenoxy)pyrrolidine-1-carbonyl]-6-methyl-N-(1-methylcyclopropyl)furo[2,3-d]pyrimidin-4-amine FC=1C=C(OC2CN(CC2)C(=O)C=2N=C(C3=C(N2)OC(=C3)C)NC3(CC3)C)C=CC1